P(O)(N)OC[C@@H]1[C@H]([C@H]([C@@](O1)(N1C(=S)NC(=O)C=C1)C(F)(F)F)O)O trifluoromethylthiouridine phosphoramidite